4-fluoro-N-{[3-fluoro-4-(1-methylcyclopropyl)phenyl](phenyl)methyl}-1-[2-(1H-1,2,3-triazol-5-yl)acetyl]pyrrolidine-2-carboxamide FC1CC(N(C1)C(CC1=CN=NN1)=O)C(=O)NC(C1=CC=CC=C1)C1=CC(=C(C=C1)C1(CC1)C)F